O=C1C2=C(N=C(N1)[C@H]1[C@@H](CC1)C1=NC=CC=N1)N(N=C2C#N)[C@H](C)C2CCOCC2 4-oxo-6-((1R,2R)-2-(pyrimidin-2-yl)cyclobutyl)-1-((R)-1-(tetrahydro-2H-pyran-4-yl)ethyl)-4,5-dihydro-1H-pyrazolo[3,4-d]pyrimidine-3-carbonitrile